((4,6-dimethyl-2-oxo-1,2-dihydropyridin-3-yl)methyl)-5-(4-(dimethylamino)but-2-enyl)-2-methyl-1-(pent-3-yl)-1H-indole-3-carboxamide CC1=C(C(NC(=C1)C)=O)CC1=C2C(=C(N(C2=CC=C1CC=CCN(C)C)C(CC)CC)C)C(=O)N